methyl-3-(4-hydroxy phenyl)propionate COC(CCC1=CC=C(C=C1)O)=O